tert-Butyl 4-((3aR,4R,6R,6aS)-6-(4-chloro-5-iodo-7H-pyrrolo[2,3-d]pyrimidin-7-yl)-2,2-dimethyltetrahydro-4H-cyclopenta[d][1,3]dioxol-4-yl)piperidine-1-carboxylate ClC=1C2=C(N=CN1)N(C=C2I)[C@@H]2C[C@@H]([C@@H]1[C@H]2OC(O1)(C)C)C1CCN(CC1)C(=O)OC(C)(C)C